2,2-dimethoxy-N-methyl-ethylamine COC(CNC)OC